[3-[4-(2-Chloro-4-methylsulfonyl-phenyl)phenyl]azetidin-1-yl]-[(3S)-3-hydroxypyrrolidin-1-yl]methanone ClC1=C(C=CC(=C1)S(=O)(=O)C)C1=CC=C(C=C1)C1CN(C1)C(=O)N1C[C@H](CC1)O